CN(C(=O)C=1C=NN(C1)C)CC=1C=NC=C(C1)C=1C=C2CCC(N(C2=CC1)C)=O 1-Methyl-1H-pyrazole-4-carboxylic acid methyl-[5-(1-methyl-2-oxo-1,2,3,4-tetrahydro-quinolin-6-yl)-pyridin-3-ylmethyl]-amide